3-(isoquinolin-4-yl)-5-(2,2,2-trifluoroethyl)-1,5,6,7-tetrahydro-2H-cyclopenta[d]pyrimidine-2,4(3H)-dione C1=NC=C(C2=CC=CC=C12)N1C(NC2=C(C1=O)C(CC2)CC(F)(F)F)=O